(3S,5S)-1-(2-amino-5-(4-cyanopyridin-3-yl)phenyl)-5-(hydroxymethyl)pyrrolidin-3-ylcarbamic acid tert-butyl ester C(C)(C)(C)OC(N[C@@H]1CN([C@@H](C1)CO)C1=C(C=CC(=C1)C=1C=NC=CC1C#N)N)=O